2-((5-(5-(difluoromethyl)-1,3,4-oxadiazole-2-yl)pyridine-2-yl)methyl)-7-(1-isobutylpiperidine-4-yl)-4,4-dimethylisoquinoline-1,3(2H,4H)-dione FC(C1=NN=C(O1)C=1C=CC(=NC1)CN1C(C2=CC(=CC=C2C(C1=O)(C)C)C1CCN(CC1)CC(C)C)=O)F